4-(2-Amino-2-methylpropanoyl)-N-(1-(trans-4-(((trans-4-aminocyclohexyl)(methyl)amino)methyl)cyclohexyl)-2-oxo-1,2-dihydropyrimidin-4-yl)piperazine-1-carboxamide hydrochloride salt Cl.NC(C(=O)N1CCN(CC1)C(=O)NC1=NC(N(C=C1)[C@@H]1CC[C@H](CC1)CN(C)[C@@H]1CC[C@H](CC1)N)=O)(C)C